2-bromo-5-chloro-4-methyl-3-nitropyridine BrC1=NC=C(C(=C1[N+](=O)[O-])C)Cl